(15R)-5-(6-fluoro-3-pyridyl)-15-methyl-11-thia-6,14,17-triazatetracyclo[8.8.0.02,7.012,18]octadeca-1(10),2(7),3,5,8,12(18)-hexaen-13-one FC1=CC=C(C=N1)C=1C=CC=2C=3C=4NC[C@H](NC(C4SC3C=CC2N1)=O)C